N[C@H]1CS(C2=C(N(C1=O)CC1=CC=C(C=C1)Cl)C=C(C=C2)C=2OC(=NN2)C2CC(CCC2)(F)F)(=O)=O (3R)-3-amino-5-[(4-chlorophenyl)methyl]-7-[5-(3,3-difluorocyclohexyl)-1,3,4-oxadiazol-2-yl]-1,1-dioxo-2,3-dihydro-1λ6,5-benzothiazepin-4-one